2-((1r,2s,3r)-1-ethyl-3-phenyl-2-(pyridin-2-yl)cyclobutyl)-4-methylquinoline C(C)[C@@]1([C@H]([C@@H](C1)C1=CC=CC=C1)C1=NC=CC=C1)C1=NC2=CC=CC=C2C(=C1)C